C(C=1C(C(=O)O)=CC=CC1)(=O)O.C(CCCC)(O)O pentanediol phthalate